1-methyl-2,6-dioxo-4-(4-(4-(trifluoromethoxy)phenoxy)piperidin-1-yl)-1,2,5,6-tetrahydro-1,5-naphthyridine-3-carbonitrile CN1C(C(=C(C=2NC(C=CC12)=O)N1CCC(CC1)OC1=CC=C(C=C1)OC(F)(F)F)C#N)=O